(S)-2-((1-((1,1-bis(4-methoxyphenyl)propan-2-yl)carbamoyl)cyclopropyl)carbamoyl)-4-methoxypyridin-3-yl acetate C(C)(=O)OC=1C(=NC=CC1OC)C(NC1(CC1)C(N[C@H](C(C1=CC=C(C=C1)OC)C1=CC=C(C=C1)OC)C)=O)=O